trans-N-(8-chloro-7-fluoro-6-(4-methyl-6-(oxazol-2-yl)pyridin-3-yl)isoquinolin-3-yl)-2-methyl-3-(1-methyl-1H-pyrazol-4-yl)cyclopropane-1-carboxamide ClC=1C(=C(C=C2C=C(N=CC12)NC(=O)C1C(C1C=1C=NN(C1)C)C)C=1C=NC(=CC1C)C=1OC=CN1)F